N-{2-[(1H-1,3-benzodiazol-2-yl)amino]-2-[3-(trifluoromethyl)phenyl]ethyl}-cyclopropanecarboxamide N1C(=NC2=C1C=CC=C2)NC(CNC(=O)C2CC2)C2=CC(=CC=C2)C(F)(F)F